N[C@@H](CCCNC(N)=N)C(=O)O.C(C)(=O)O acetic acid L-arginine salt